(4-octyloxyphenyl)-diphenylsulfonium tetrakis-(3,5-bis-trifluoromethylphenyl)-borate FC(C=1C=C(C=C(C1)C(F)(F)F)[B-](C1=CC(=CC(=C1)C(F)(F)F)C(F)(F)F)(C1=CC(=CC(=C1)C(F)(F)F)C(F)(F)F)C1=CC(=CC(=C1)C(F)(F)F)C(F)(F)F)(F)F.C(CCCCCCC)OC1=CC=C(C=C1)[S+](C1=CC=CC=C1)C1=CC=CC=C1